1-(5-amino-3-(5-amino-1,3,4-oxadiazole-2-yl)-1H-1,2,4-triazole-1-yl)propan-2-one tert-butyl-8-[3-(6-methylpyridin-2-yl)prop-2-yn-1-ylidene]-5-azaspiro[3.5]nonane-5-carboxylate C(C)(C)(C)OC(=O)N1C2(CCC2)CC(CC1)=CC#CC1=NC(=CC=C1)C.NC1=NC(=NN1CC(C)=O)C=1OC(=NN1)N